Prop-2-en-1-yl (11aS)-11-{[tert-butyl(dimethyl)silyl]oxy}-8-hydroxy-7-methoxy-2-(4-methoxyphenyl)-5-oxo-11,11a-dihydro-1H-pyrrolo[2,1-c][1,4]benzodiazepin-10(5H)-carboxylate [Si](C)(C)(C(C)(C)C)OC1N(C2=C(C(N3[C@H]1CC(=C3)C3=CC=C(C=C3)OC)=O)C=C(C(=C2)O)OC)C(=O)OCC=C